methyl-anisol CC1=C(C=CC=C1)OC